CC(C)(C)C=1C=C(C#N)C=CC1OC1=NC=C(C=N1)N1C(N[C@](C1=O)(C)CC)=O 3-(1,1-dimethylethyl)-4-({5-[(4R)-4-ethyl-4-methyl-2,5-dioxo-1-imidazolidinyl]-2-pyrimidinyl}oxy)benzonitrile